CC1=C(N=C(O1)C1=CC=C(C=C1)C(F)(F)F)COC1=CC=C(C=C1)S(=O)(=O)N1CCC2=CC=CC=C12 (R)-1-{4-[5-methyl-2-(4-trifluoromethyl-phenyl)-oxazol-4-ylmethoxy]-benzenesulfonyl}-2,3-dihydro-1H-indole